OC[C@H]1[C@H]2CC[C@@H](CN1)N2C(=O)[O-] (1R,2R,5S)-2-(hydroxymethyl)-3,8-Diazabicyclo[3.2.1]octane-8-carboxylate